3,4-dihydronaphthalenacetamide C1(=CCCC2=CC=CC=C12)CC(=O)N